NC1=NC=CC=C1C#CC1CCN(CC1)C(=O)OC(C)(C)C tert-butyl 4-((2-aminopyridin-3-yl)ethynyl)piperidine-1-carboxylate